C(CCCCCC(C)C)(=O)O.C(CCCCCCCC(=O)O)(=O)OCC ethyl azelate isononanoate